tert-butyldimethyl-((3-(4,4,5,5-tetramethyl-1,3,2-dioxaborolan-2-yl)but-3-en-2-yl)oxy)silane C(C)(C)(C)[Si](OC(C)C(=C)B1OC(C(O1)(C)C)(C)C)(C)C